N-(8-((methyl-d3)amino)-5-((trimethylsilyl)ethynyl)-2,7-naphthyridin-3-yl)cyclopropanecarboxamide C([2H])([2H])([2H])NC=1N=CC(=C2C=C(N=CC12)NC(=O)C1CC1)C#C[Si](C)(C)C